4-(2-chloro-6-cyclopropylpyridin-4-yl)-3-[3-(trifluoromethyl)pyridin-2-yl]benzonitrile ClC1=NC(=CC(=C1)C1=C(C=C(C#N)C=C1)C1=NC=CC=C1C(F)(F)F)C1CC1